3-((3-((tert-butoxycarbonyl)amino)-5-(tert-butyl)phenyl)amino)phthalic acid C(C)(C)(C)OC(=O)NC=1C=C(C=C(C1)C(C)(C)C)NC1=C(C(C(=O)O)=CC=C1)C(=O)O